Ethyl 2-(3,4-dichlorobenzoyl)-1,2,3,4-tetrahydroisoquinoline-3-carboxylate ClC=1C=C(C(=O)N2CC3=CC=CC=C3CC2C(=O)OCC)C=CC1Cl